N-(3-methoxy-4-(4-(4-methylpiperazin-1-yl)piperidin-1-yl)phenyl)-4-(5-phenyl-4,5-dihydro-1H-pyrazol-1-yl)-7H-pyrrolo[2,3-d]pyrimidine-2-amine COC=1C=C(C=CC1N1CCC(CC1)N1CCN(CC1)C)NC=1N=C(C2=C(N1)NC=C2)N2N=CCC2C2=CC=CC=C2